7-ethyl-N-[(3R)-7-(piperazin-1-yl)-3,4-dihydro-2H-1-benzopyran-3-yl]pyrazolo[1,5-a]pyridine-3-carboxamide C(C)C1=CC=CC=2N1N=CC2C(=O)N[C@H]2COC1=C(C2)C=CC(=C1)N1CCNCC1